ClC1(C#N)CC(=CC=C1S(=O)(=O)C)C1CCCC2=CC(=CC(=C12)F)F 1-chloro-3-(6,8-difluoro-1,2,3,4-tetrahydronaphthalen-1-yl)-6-methanesulfonylbenzonitrile